[Ca].[Fe].[Ca] calcium-iron-calcium